3-hydroxy-2-(6-(methyl-(piperidin-4-yl)amino)-pyridazin-3-yl)-3,7-dihydropyrido[3,4-d]-pyrimidine-4,6-dione ON1C(=NC=2C(C1=O)=CC(NC2)=O)C=2N=NC(=CC2)N(C2CCNCC2)C